N-(2-chloro-4-(trifluoromethyl)phenyl)-2-(2-(1,1-difluorospiro[2.5]oct-5-en-6-yl)-5-ethyl-7-oxo-6-(piperazin-1-yl)-[1,2,4]triazolo[1,5-a]pyrimidin-4(7H)-yl)acetamide ClC1=C(C=CC(=C1)C(F)(F)F)NC(CN1C=2N(C(C(=C1CC)N1CCNCC1)=O)N=C(N2)C2=CCC1(CC1(F)F)CC2)=O